C(C)(C)(C)S(=O)NC(CC(=O)OCC)C12CC(C1)(C2)C2=CC=C(C=C2)F ethyl 3-((tert-butylsulfinyl)amino)-3-(3-(4-fluorophenyl)bicyclo[1.1.1]pentan-1-yl)propanoate